N1=CN=CC=2NC(CNC12)=S 7,8-dihydro-pteridine-6(5H)-thione